FC=1C=C(C#N)C=C(C1)[C@@H]1CC=NN1C(=O)N1CCN(CC1)C1=NC(=C(C=C1)F)C=1SC(=NN1)C (S)-3-fluoro-5-(1-(4-(5-fluoro-6-(5-methyl-1,3,4-thiadiazol-2-yl)pyridin-2-yl)piperazine-1-carbonyl)-4,5-dihydro-1H-pyrazol-5-yl)benzonitrile